3,3'-dinitrobiphenyl iodonium bisulfate S([O-])(O)(=O)=O.[IH2+].[N+](=O)([O-])C=1C=C(C=CC1)C1=CC(=CC=C1)[N+](=O)[O-]